(2R)-1-[(3,4-dichlorophenyl)methyl]pyrrolidine ClC=1C=C(C=CC1Cl)CN1CCCC1